5-chloro-N-((1r,4r)-4-((3-(6-((3,3-difluoropropyl)amino)pyridin-3-yl)-2-oxo-2,3-dihydro-1H-benzo[d]imidazol-1-yl)methyl)cyclohexyl)-2-methylnicotinamide ClC=1C=NC(=C(C(=O)NC2CCC(CC2)CN2C(N(C3=C2C=CC=C3)C=3C=NC(=CC3)NCCC(F)F)=O)C1)C